ClC1=C(C#N)C=C(C(=N1)Cl)C(F)(F)F 2,6-dichloro-5-(trifluoromethyl)nicotinonitrile